BrC1=CC(=NC(=C1)Cl)CN (4-bromo-6-chloro-2-pyridyl)methanamine